3-(6-hydroxy-1-oxo-3,5,6,7-tetrahydrocyclopenta[f]isoindol-2(1H)-yl)piperidine-2,6-dione OC1CC=2C(=CC=3C(N(CC3C2)C2C(NC(CC2)=O)=O)=O)C1